C(#N)CN1CCC(CC1)NC1=C2C=CN(C2=CC=C1)CC(F)(F)F 4-{[1-(cyanomethyl)piperidin-4-yl]amino}-1-(2,2,2-trifluoroethyl)-1H-indol